2-[(2S)-2-aminopropyl]-5-chloro-3-methyl-N-[(1,3-thiazol-2-yl)methyl]thieno[3,2-b]pyridin-7-amine dihydrochloride Cl.Cl.N[C@H](CC1=C(C2=NC(=CC(=C2S1)NCC=1SC=CN1)Cl)C)C